C=CCCCO[C@@H]1[C@@H]([C@H]([C@H]2[C@H](O1)CO[C@H](O2)C3=CC=CC=C3)O)O 2-amino-N,3,3-trimethylbutanamide